Lithium phenyl (2,4,6-trimethylbenzoyl) phosphonate P(OC1=CC=CC=C1)(OC(C1=C(C=C(C=C1C)C)C)=O)=O.[Li]